CC(C(=O)OC1=CC=C(C=C1)C(C=CC1=CC=C(C(=O)O)C=C1)=O)=C 4-[3-[4-(2-Methylprop-2-enoyloxy)phenyl]-3-oxoprop-1-enyl]benzoic acid